F[C@]12[C@H](C[C@@]3([C@]([C@@H](C[C@H]3[C@@H]1CCC1=CC(C=C[C@]21C)=O)C)(C(CO)=O)O)C)O (8S,9R,10S,11S,13S,14S,16R,17R)-9-fluoro-11,17-dihydroxy-17-(2-hydroxyacetyl)-10,13,16-trimethyl-6,7,8,9,10,11,12,13,14,15,16,17-dodecahydro-3H-cyclopenta[a]phenanthren-3-one